NC=1C2=C(N=C(N1)C=1N=C(C=3N(C1)N=CN3)CC3=C(C=CC=C3)F)NC(C2(C)C2=CC(=C(C(=C2)O)Cl)F)=O 4-Amino-5-(4-chloro-3-fluoro-5-hydroxyphenyl)-2-{8-[(2-fluorophenyl)methyl]-[1,2,4]triazolo[1,5-a]pyrazin-6-yl}-5-methyl-5,7-dihydro-6H-pyrrolo[2,3-d]pyrimidin-6-one